ClC1=CC=C(C=C1)[C@@H](C)N (R)-1-(4-chlorophenyl)ethylamine